O=C1C=CCC12CCN(CC2)C(=O)OC(C)(C)C tert-butyl 4-oxo-8-azaspiro[4.5]dec-2-en-8-carboxylate